[Br-].C(CCCCCCCCCCC)[N+]1=CNC=C1 3-dodecylimidazolium bromide